C(C)(=O)C1=C2C=C(N=CC2=C(N=C1)NC)C1(CC1)C(=O)N (5-acetyl-8-(methylamino)-2,7-naphthyridin-3-yl)cyclopropanecarboxamide